5-methyl-tryptophan CC1=CC=C2NC=C(C[C@H](N)C(=O)O)C2=C1